ClC1=CC(=C(C=C1)[C@@H]1OC2=C(C=CC=C2C=C1)C1CCN(CC1)CC=1N(C(=C(N1)C)C=O)C[C@H]1OCC1)F ((4-((R)-2-(4-chloro-2-fluorophenyl)-2H-chromen-8-yl)piperidin-1-yl)methyl)-4-methyl-1-(((S)-oxetan-2-yl)methyl)-1H-imidazole-5-carbaldehyde